3-(3-amino-2-fluorophenoxy)-2-methyl-6-nitrobenzoic acid tert-butyl ester C(C)(C)(C)OC(C1=C(C(=CC=C1[N+](=O)[O-])OC1=C(C(=CC=C1)N)F)C)=O